ClC1=C(C=C(C=C1)C1=NN(C(=N1)CC(=O)NCC1=C(C(=CC=C1)F)F)CC)F 2-[3-(4-chloro-3-fluorophenyl)-1-ethyl-1H-1,2,4-triazol-5-yl]-N-[(2,3-difluorophenyl)methyl]acetamide